1-(3-(3-((2-chlorophenyl)ethynyl)-1H-pyrazolo[3,4-b]pyridin-1-yl)azetidin-1-yl)-2-fluoroprop-2-en-1-one ClC1=C(C=CC=C1)C#CC1=NN(C2=NC=CC=C21)C2CN(C2)C(C(=C)F)=O